ClC=1C(=C(C=CC1)CNC(CN(C(CN1N=C(C2=CC(=CC=C12)CO)C(=O)N)=O)C1CC1)=O)F 1-(2-((2-(3-chloro-2-fluorophenylmethylamino)-2-oxoethyl)(cyclopropyl)amino)-2-oxoethyl)-5-(hydroxymethyl)-1H-indazole-3-carboxamide